COC(=O)C1=NC(=NC=C1Br)SC 5-bromo-2-(methylsulfanyl)pyrimidine-4-carboxylic acid methyl ester